N-(3-methoxypropyl)-4-(8,9,10,11-tetrahydro-3H-pyrazolo[4,3-a]phenanthridin-7-yl)benzamide COCCCNC(C1=CC=C(C=C1)C1=NC2=CC=C3C(=C2C=2CCCCC12)C=NN3)=O